FC1=CC=C(C=C1)CN(S1C=NCC2=C1C(=CC(=C2)C(F)(F)F)[N+](=O)[O-])CC=2N=NNC2 1-(4-fluorophenyl((1-1H-1,2,3-triazole-4-yl)methyl)(methyl)amino)-8-nitro-6-(trifluoromethyl)-4H-benzo[e][1,3]Thiazin